3-(5-(4-((4'-chloro-5,5-dimethyl-3,4,5,6-tetrahydro-[1,1'-biphenyl]-2-yl)methyl)-1,4-diazepane-1-carbonyl)-7-fluoro-1-oxoisoindolin-2-yl)piperidine-2,6-dione ClC1=CC=C(C=C1)C1=C(CCC(C1)(C)C)CN1CCN(CCC1)C(=O)C=1C=C2CN(C(C2=C(C1)F)=O)C1C(NC(CC1)=O)=O